bis(4-tertiary butyl-benzoic acid) aluminum hydroxide [OH-].[Al+3].C(C)(C)(C)C1=CC=C(C(=O)O)C=C1.C(C)(C)(C)C1=CC=C(C(=O)O)C=C1.[OH-].[OH-]